1-(2-{[1-(3,4-dimethoxybenzoyl)naphthalen-2-yl]oxy}ethyl)pyrrolidine COC=1C=C(C(=O)C2=C(C=CC3=CC=CC=C23)OCCN2CCCC2)C=CC1OC